C(C)(C)(C)OC(=O)N1[C@@H]2[C@@H]([C@@H](C[C@H]1CCC2)N(C)C=2N=NC(=CC2)Cl)F.C(CCC)P(C21CC3CC(CC(C2)C3)C1)C13CC2CC(CC(C1)C2)C3 |r| n-butyldi(1-adamantyl)phosphine (±)-tert-butyl-(1S,2R,3R,5R)-3-((6-chloropyridazin-3-yl)(methyl)amino)-2-fluoro-9-azabicyclo[3.3.1]nonane-9-carboxylate